2-[3-[1,3-benzodioxol-5-yl(methyl)carbamoyl]phenyl]-4-chloro-5-methyl-pyrazole-3-carboxylic acid O1COC2=C1C=CC(=C2)N(C(=O)C=2C=C(C=CC2)N2N=C(C(=C2C(=O)O)Cl)C)C